O[C@@H]1C[C@H](NC1)C(=O)[O-] (2S,4R)-4-hydroxy-pyrrolidine-2-carboxylate